CS(=O)(=O)CC[C@H](C(N[C@@H](CCCC1=CC=CC=C1)B1OC(C(O1)(C)C)(C)C)=O)NC(OC(C)(C)C)=O tert-butyl ((R)-4-(methylsulfonyl)-1-oxo-1-(((R)-4-phenyl-1-(4,4,5,5-tetramethyl-1,3,2-dioxaborolan-2-yl)butyl) amino)butan-2-yl)carbamate